2-(1-fluoronaphthalen-2-yl)-4(s)-(3-(trifluoromethyl)phenyl)-1H-imidazol FC1=C(C=CC2=CC=CC=C12)C=1NC=C(N1)C1=CC(=CC=C1)C(F)(F)F